C(C)OC(C)OC(C)C1=NN(C(N1C)=O)C1=CC(=C(C(=O)NC(CC)CC)C=C1F)O[C@@H](C)CCC 4-{3-[1-(1-Ethoxyethoxy)ethyl]-4-methyl-5-oxo-4,5-dihydro-1H-1,2,4-triazol-1-yl}-5-fluoro-N-(pent-3-yl)-2-[(2S)-pent-2-yloxy]benzamide